OC[C@H](C)N1C=NC2=C(C1=O)C=C(N=C2C2=CC=NC=C2)C=2C=NC(=CC2)C(F)(F)F (S)-3-(1-hydroxypropan-2-yl)-8-(pyridin-4-yl)-6-(6-(trifluoromethyl)pyridin-3-yl)pyrido[3,4-d]pyrimidin-4(3H)-one